N-[[4-[5-(azetidine-1-carbonyl)-1,3-benzoxazol-2-yl]phenyl]methyl]imidazo[1,2-a]pyrimidine-6-carboxamide N1(CCC1)C(=O)C=1C=CC2=C(N=C(O2)C2=CC=C(C=C2)CNC(=O)C=2C=NC=3N(C2)C=CN3)C1